O=C1NC(CCC1NC1=CC=C(C=C1)CN1CCC(CC1)N(C(OC(C)(C)C)=O)C)=O tert-butyl N-[1-[[4-[(2,6-dioxo-3-piperidyl)amino]phenyl]methyl]-4-piperidyl]-N-methyl-carbamate